din-hexyl fumarate C(\C=C\C(=O)OCCCCCC)(=O)OCCCCCC